t-butyl (1-(4-(4-(trifluoromethyl)phenoxy)pyridin-2-yl)piperidin-4-yl)carbamate FC(C1=CC=C(OC2=CC(=NC=C2)N2CCC(CC2)NC(OC(C)(C)C)=O)C=C1)(F)F